COC1=C(C=CC(=C1)OC)CN(S(=O)(=NC1CN(CCC1)C)NC(CC1=C2CCCC2=CC=2CCCC12)=O)C=1C=NN(C1)C N-{[(2,4-dimethoxyphenyl)methyl](1-methyl-1H-pyrazol-4-yl)(1-methylpiperidin-3-yl)-S-aminosulfonimidoyl}-2-(1,2,3,5,6,7-hexahydro-s-indacen-4-yl)acetamide